N1C(CC2=CC=CC=C12)C1CNC2=CC=CC=C12 2,3'-biindolin